2-(2-hydroxyphenyl)benzotriazole OC1=C(C=CC=C1)N1N=C2C(=N1)C=CC=C2